CC=1C(N(C(C1C)=O)CC(C)[Si](OCC)(OCC)OCC)=O 3,4-dimethyl-1-(2-triethoxysilylpropyl)pyrrole-2,5-dione